C(C)OC(C)OC1=CC(=C(C(=C1)C)[Si](OC)(OC)OC)C (4-(1-ethoxyethoxy)-2,6-dimethylphenyl)trimethoxysilane